N-((R)-3-(7-methyl-1H-indazol-5-yl)-1-(4-(1-methylpiperidin-4-yl)piperazin-1-yl)-1-oxopropan-2-yl)-4-(1-oxido-6-oxo-2,3,6,7-tetrahydrothieno[2,3-b]pyridin-5-yl)piperidine-1-carboxamide CC=1C=C(C=C2C=NNC12)C[C@H](C(=O)N1CCN(CC1)C1CCN(CC1)C)NC(=O)N1CCC(CC1)C1=CC2=C(NC1=O)S(CC2)=O